NC1=C2C(=NC=N1)N(N=C2C2=C(C=C(C=C2)NC(=O)NC=2N(N=C(C2)C(F)(F)F)C2=CC=C(C=C2)C)F)C 1-[4-(4-amino-1-methyl-1H-pyrazolo[3,4-d]pyrimidin-3-yl)-3-fluoro-phenyl]-3-(2-p-tolyl-5-trifluoromethyl-2H-pyrazol-3-yl)-urea